tert-Butyl 6-[[5-(trifluoromethyl)-1,2,4-oxadiazol-3-yl]methyl]-2-azaspiro[3.3]heptane-2-carboxylate FC(C1=NC(=NO1)CC1CC2(CN(C2)C(=O)OC(C)(C)C)C1)(F)F